NC1=CC(=C2C(=N1)C(N(C2C2=C(C=CC(=C2)F)Cl)CC2=CC=C(C=C2)OC)=O)Cl 2-Amino-4-chloro-5-(2-chloro-5-fluorophenyl)-6-(4-methoxybenzyl)-5,6-dihydro-7H-pyrrolo[3,4-b]pyridin-7-one